Isobutyl (2-amino-5-(thiophen-2-yl)phenyl)carbamate NC1=C(C=C(C=C1)C=1SC=CC1)NC(OCC(C)C)=O